NC1=C2N(C(N(C2=NC=N1)[C@H]1[C@H](CN(CC1)C1CCN(CC1)C(=O)OC(C)(C)C)F)=O)C1=CC=C(C=C1)OC1=CC=CC=C1 tert-butyl (3S,4R)-4-[6-amino-8-oxo-7-(4-phenoxyphenyl) purin-9-yl]-3-fluoro-[1,4'-bipiperidine]-1'-carboxylate